(2R)-5-[7-fluoro-1-oxo-6-[5-(trifluoromethyl)pyrimidin-2-yl]-2-isoquinolyl]-2-[[6-oxo-5-(trifluoromethyl)-1-(2-trimethylsilylethoxymethyl)pyridazin-4-yl]amino]pentanenitrile FC1=C(C=C2C=CN(C(C2=C1)=O)CCC[C@H](C#N)NC=1C=NN(C(C1C(F)(F)F)=O)COCC[Si](C)(C)C)C1=NC=C(C=N1)C(F)(F)F